C1(CC1)C1=C(C=C(C(=C1)I)C)N(C(C#CC)=O)C=1C=CC2=C(N=C3COCCN32)N1 N-(2-cyclopropyl-4-iodo-5-methylphenyl)-N-(6,7-dihydro-9H-pyrido[2',3':4,5]imidazo[2,1-c][1,4]oxazin-2-yl)but-2-ynamide